BrC=1N(C(=C(N1)C(=O)O)C(C1=CC=C(C=C1)Cl)NC=1C(N(C=C(C1)Cl)C)=O)CCCCO[Si](C1=CC=CC=C1)(C1=CC=CC=C1)C(C)(C)C 2-bromo-1-(4-((tert-butyldiphenylsilyl)oxy)butyl)-5-(((5-chloro-1-methyl-2-oxo-1,2-dihydropyridin-3-yl)amino)(4-chlorophenyl)methyl)-1H-imidazole-4-carboxylic acid